C(C)(=O)C1C[C@@H]2CN([C@H]1C2)C(=O)OC(C)(C)C tert-butyl (1S,4S)-6-acetyl-2-azabicyclo[2.2.1]heptane-2-carboxylate